5-[6-({4-[2-(4-chloro-2-fluorophenyl)-2-methyl-2H-1,3-benzodioxol-4-yl]piperidin-1-yl}methyl)-5-methylpyridin-3-yl]-2,3-dihydro-1,3,4-oxadiazol-2-one ClC1=CC(=C(C=C1)C1(OC2=C(O1)C=CC=C2C2CCN(CC2)CC2=C(C=C(C=N2)C2=NNC(O2)=O)C)C)F